O=C1N(C(CC1)=O)OC(CCCCCCC(NCCOCCOCCOCCO[C@@H]1S[C@H]([C@@H]2[C@H]1NC(N2)=O)CCCCC(=O)O)=O)=O 7-{2-[2-(2-{2-[(3aS,4S,6R,6aR)-4-(4-Carboxy-butyl)-2-oxo-hexahydro-thieno[3,4-d]imidazol-6-yloxy]-ethoxy}-ethoxy)-ethoxy]-ethylcarbamoyl}-heptanoic acid 2,5-dioxo-pyrrolidin-1-yl ester